2-methyl-3-(tributylstannyl)pyrazine CC1=NC=CN=C1[Sn](CCCC)(CCCC)CCCC